6-chloro-1-(oxetan-3-ylmethyl)pyrazolo[3,4-b]pyrazine ClC1=CN=C2C(=N1)N(N=C2)CC2COC2